ClC1=CC=CC2=C1N(C(N2)=O)C2CCN(CC2)C(=O)NC2=CC(=C(C=C2)Cl)Cl 4-(7-chloro-2-oxo-2,3-dihydro-1H-1,3-benzodiazol-1-yl)-N-(3,4-dichlorophenyl)piperidine-1-carboxamide